C1OCCC2=CC=CC=C12 isochroman